FC1=C(C(=O)NC2=NSC3=C2C=CC(=C3)F)C=CC=C1 2-Fluoro-N-(6-fluorobenzo[d]isothiazol-3-yl)benzamide